CC1=NC2=C(C=C(C=C2C=C1)C(=O)N1CCOCC1)C1=CC=CC2=CC=CC=C12 (2-methyl-8-(naphthalen-1-yl)quinolin-6-yl)(morpholino)methanone